(3S)-N-[3-(2-[[3-(hydroxymethyl)oxetan-3-yl]amino]-6-(morpholin-4-yl)pyridin-4-yl)-4-methylphenyl]-3-(2,2,2-trifluoroethyl)pyrrolidine-1-carboxamide OCC1(COC1)NC1=NC(=CC(=C1)C=1C=C(C=CC1C)NC(=O)N1C[C@@H](CC1)CC(F)(F)F)N1CCOCC1